4-(3-chloro-2-fluoro-6-(1H-1,2,3-triazol-1-yl)phenyl)-6-methoxypyrimidine trifluoroacetate salt FC(C(=O)O)(F)F.ClC=1C(=C(C(=CC1)N1N=NC=C1)C1=NC=NC(=C1)OC)F